2-methyl-2-oxo-1,3,2-dioxaphosphorinane CP1(OCCCO1)=O